butoxycopper C(CCC)O[Cu]